N,N-bis[2-hydroxy-3-(3-(bis(trimethylsilyloxy)methylsilyl)propyloxy)propyl]-2-methyl-acrylamide tert-butyl-((2S,3R)-3-((3-bromobenzyl)oxy)-1-(methylamino)-1-oxobutan-2-yl)carbamate C(C)(C)(C)N(C(O)=O)[C@H](C(=O)NC)[C@@H](C)OCC1=CC(=CC=C1)Br.OC(CN(C(C(=C)C)=O)CC(COCCC[SiH2]C(O[Si](C)(C)C)O[Si](C)(C)C)O)COCCC[SiH2]C(O[Si](C)(C)C)O[Si](C)(C)C